N-(2,6-Dioxopiperidin-3-yl)-5-(4-(hydroxymethyl)piperidin-1-yl)picolinamide O=C1NC(CCC1NC(C1=NC=C(C=C1)N1CCC(CC1)CO)=O)=O